CC=1C=C(C=CC1C)C=1C(C=CC(C1)=O)=O 3,4-dimethylphenyl-p-benzoquinone